Tert-butyl 6-(1-(tetrahydro-2H-pyran-2-yl)-1H-imidazol-5-yl)-3',6'-dihydro-[3,4'-bipyridine]-1'(2'H)-carboxylate O1C(CCCC1)N1C=NC=C1C1=CC=C(C=N1)C=1CCN(CC1)C(=O)OC(C)(C)C